5-dodecanolide C1(CCCC(CCCCCCC)O1)=O